C1=CC=C(C=2SC3=C(C21)C=CC=C3)C=3C=C(C=CC3)N3C2=CC=CC=C2C2=C3C=CC=3N(C=1C=CC=CC1C23)C2=CC=C(C=C2)C2=CC=C(C=C2)C2=CC=CC=C2 5-{3-(dibenzothiophene-4-yl)phenyl}-8-(4'-phenyl-1,1'-biphenyl-4-yl)-5H,8H-indolo[2,3-c]carbazole